C(C)(C)(C)C1=NCN(O1)CC1=C(C=C(C=C1)C1=NC=NN2C1=CC(=C2)C2=CC(=C(C=C2)C=O)OC)C 5-(tert-butyl)-N-(4-(6-(4-formyl-3-methoxyphenyl)pyrrolo[2,1-f][1,2,4]triazin-4-yl)-2-methylbenzyl)-1,2,4-oxadiazole